COC1=C(OCC(=O)NC2=C(C(=O)N)C=CC=C2)C=CC=C1 2-(2-methoxyphenoxyacetamido)benzamide